C(#N)[C@H]1N(CSC1)C(CNC(=O)C1=CC=NC2=CC=C(C=C12)N1C[C@H](CC1)C)=O N-(2-((R)-4-Cyanothiazolidin-3-yl)-2-oxoethyl)-6-((S)-3-methylpyrrolidin-1-yl)quinoline-4-carboxamide